(4-bromophenyl)(5-chloro-2-methylphenyl)methanone BrC1=CC=C(C=C1)C(=O)C1=C(C=CC(=C1)Cl)C